4-[(pent-4-ene-1-yloxy)methyl]aniline C(CCC=C)OCC1=CC=C(N)C=C1